tert-butylperoxy-2-ethylhexanoate CCCCC(CC)C(=O)OOOC(C)(C)C